[Cl-].C1(CCCCC1)CCCC(=O)OCC(COC(CCCC1CCCCC1)=O)OC(CCC[NH2+]CCCC(OC(COC(CCCC1CCCCC1)=O)COC(CCCC1CCCCC1)=O)=O)=O bis(4-((1,3-bis((4-cyclohexylbutanoyl)oxy)propan-2-yl)oxy)-4-oxobutyl)ammonium chloride